(1S-2S)-2-ethoxy-2,3-dihydro-1H-inden-1-amine C(C)O[C@@H]1[C@H](C2=CC=CC=C2C1)N